C(C)(C)(C)OC(=O)N1CC2(OC3=CC(=CC=C3C3=C2C=C(C=C3)OC)Cl)C1 3'-chloro-8'-methoxyspiro[azetidine-3,6'-benzo[c]chromene]-1-carboxylic acid tert-butyl ester